4-bromo-5-fluoro-3-methyl-1H-pyrazolo[3,4-b]Pyridine BrC1=C2C(=NC=C1F)NN=C2C